ClC1=CC(=C(C=C1)NS(=O)(=O)N1CCC(CC1)CN1CCN(CC1)C(=O)[O-])C(NC1=C(C=C(C=C1)C(F)(F)F)Cl)=O 4-[(1-[(4-chloro-2-[(2-chloro-4-(trifluoromethyl)phenyl)carbamoyl]phenyl)aminosulfonyl]piperidine-4-yl)methyl]piperazine-1-carboxylate